(2S,3R,4R,5S)-3,4,5-tris(benzyloxy)-2-((benzyloxy)methyl)-1-((2,3-dihydro-1H-inden-2-yl)methyl)piperidine C(C1=CC=CC=C1)O[C@@H]1[C@@H](N(C[C@@H]([C@H]1OCC1=CC=CC=C1)OCC1=CC=CC=C1)CC1CC2=CC=CC=C2C1)COCC1=CC=CC=C1